N1C=CC2=CC(=CC=C12)C(C(=O)O)(C)C 2-(1H-indol-5-yl)-2-methylpropanoic acid